(R)-2-(3-((5-cyclopropyl-6-(4-ethynyl-2-hydroxyphenyl)pyridazin-3-yl)amino)piperidin-1-yl)acetonitrile C1(CC1)C=1C=C(N=NC1C1=C(C=C(C=C1)C#C)O)N[C@H]1CN(CCC1)CC#N